CC(C)(CCC(C(CCC(C(CCC(C)(O)C)(C)C)(C)C)(C)C)(C)C)O 2,5,5,6,6,9,9,10,10,13-decamethyl-2,13-tetradecanediol